C[C@@H]1CC[C@@]2(CC[C@@]3(C(=CC[C@H]4[C@]3(CC[C@@H]5[C@@]4(C[C@H]([C@@H]([C@@]5(C)CO)O[C@H]6[C@@H]([C@H]([C@@H]([C@H](O6)CO)O)O)O)O)C)C)[C@@H]2[C@H]1C)C)C(=O)O[C@H]7[C@@H]([C@H]([C@@H]([C@H](O7)CO)O)O)O[C@H]8[C@@H]([C@@H]([C@H]([C@@H](O8)C)O)O)O The molecule is a triterpenoid saponin that is asiatic acid attached to a a beta-D-glucopyranosyl residue at position 3 and a alpha-L-rhamnopyranosyl-(1->2)-beta-D-glucopyranosyl residue at position 28. Isolated from the methanolic extract of the leaves of Symplocos lancifolia, it exhibits antibacterial activity. It has a role as a plant metabolite. It is a pentacyclic triterpenoid and a triterpenoid saponin. It derives from an asiatic acid. It derives from a hydride of an ursane.